FC1=CC(=C(C=C1)C1=NC=CC2=C1CN(C2=O)C2=CC=C(C=C2)C2(CC2)O)OCC(F)(F)F 4-[4-fluoro-2-(2,2,2-trifluoroethoxy)phenyl]-2-[4-(1-hydroxycyclopropyl)phenyl]-2,3-dihydro-1H-pyrrolo[3,4-c]pyridin-1-one